BrC1=C2CN(C(C2=CC=C1CNC=1C=CC=C2CN(C(C12)=O)C(C(=O)NC=1SC=CN1)C1=C(C=CC(=C1)F)O)=O)C1C(NC(CC1)=O)=O 2-(7-(((4-bromo-2-(2,6-dioxopiperidin-3-yl)-1-oxoisoindolin-5-yl)methyl)amino)-1-oxoisoindolin-2-yl)-2-(5-fluoro-2-hydroxyphenyl)-N-(thiazol-2-yl)acetamide